N1(CCC1)C1CCC(CC1)C=1SC2=C(N1)C(=C(N2)C=2C(=C(C=1N(C2)N=CN1)C)C)C(C)C 2-(4-(azetidin-1-yl)cyclohexyl)-5-(7,8-dimethyl-[1,2,4]triazolo[1,5-a]pyridin-6-yl)-6-isopropyl-4H-pyrrolo[3,2-d]thiazol